2-Bromo-1-(2-(((tert-butyldimethylsilyl)oxy)methyl-d2)-3-fluoropyridin-4-yl)ethan-1-one BrCC(=O)C1=C(C(=NC=C1)C([2H])([2H])O[Si](C)(C)C(C)(C)C)F